methyl (S)-2-((2-(4-acetyl-2,6-difluorophenyl)-7-methylimidazo[1,2-a]pyridin-3-yl)methyl)morpholine-4-carboxylate C(C)(=O)C1=CC(=C(C(=C1)F)C=1N=C2N(C=CC(=C2)C)C1C[C@H]1CN(CCO1)C(=O)OC)F